(R)-4-(4-((1-Acetylpyrrolidin-3-yl)amino)isoindoline-2-carbonyl)-3-(benzyloxy)-5-hydroxybenzonitrile C(C)(=O)N1C[C@@H](CC1)NC1=C2CN(CC2=CC=C1)C(=O)C1=C(C=C(C#N)C=C1O)OCC1=CC=CC=C1